6-[(dimethylcarbamoyl)methyl]-5'-methoxy-2'-(trifluoromethyl)-[4,4'-bipyridine]-3-carboxylic acid CN(C(=O)CC1=CC(=C(C=N1)C(=O)O)C1=CC(=NC=C1OC)C(F)(F)F)C